Br.[C@]123C=4C=C(C=CC4C[C@@H]([C@H]1CCCC2)NCC3)O (1S,9S,10S)-17-azatetracyclo[7.5.3.01,10.02,7]heptadeca-2(7),3,5-trien-4-ol hydrobromide